(R)-5-(3,8,10-trifluoro-6,11-dihydrochromeno[4,3-b]indol-6-yl)-1,3,4-oxadiazol-2-ol FC1=CC=C2C(=C1)O[C@H](C1=C2NC2=C(C=C(C=C12)F)F)C1=NN=C(O1)O